O[C@H]1CC[C@@H]2C(C[C@H]3[C@@H]4CC[C@H]([C@@H](/C=C/[C@@H](C(C)C)C)C)[C@]4(CC[C@@H]3[C@]2(C1)C)C)=O (22E)-2α-hydroxy-5α-ergost-22-en-6-one